FC1=C(C=CC=C1)S(=O)(=O)N1N=CC(=C1)CN1CCC2(CC1)COC1=C3CN(C(C3=CC=C12)=O)[C@@H]1C(NC(CC1)=O)=O (S)-3-(1'-((1-((2-fluorophenyl)sulfonyl)-1H-pyrazol-4-yl)methyl)-6-oxo-6,8-dihydro-2H,7H-spiro[furo[2,3-e]isoindole-3,4'-piperidin]-7-yl)piperidine-2,6-dione